C[C@@H]1N(C[C@@H](C1)OC1=CC=NC=2N1N=C(N2)C(F)(F)F)CC2=CN=C(S2)NC(C)=O N-(5-(((2S,4R)-2-methyl-4-((2-(trifluoromethyl)-[1,2,4]triazolo[1,5-a]pyrimidin-7-yl)oxy)pyrrolidin-1-yl)methyl)thiazol-2-yl)acetamide